NC1=C(N=CC(=N1)N1CCC2(CC1)[C@@H](C1=CC=CC=C1C2)NS(=O)C(C)(C)C)SC=2C(=C1C(N(C=NC1=CC2)CC(C)(C)OC)=O)Cl N-[(1S)-1'-[6-amino-5-[5-chloro-3-(2-methoxy-2-methyl-propyl)-4-oxo-quinazolin-6-yl]sulfanyl-pyrazin-2-yl]spiro[indan-2,4'-piperidin]-1-yl]-2-methyl-propane-2-sulfinamide